ClC=1C(=NC(=NC1)N1[C@H](CNCC1)CO)NC=1C=C2C=C(C(N(C2=NC1)C(C)C)=O)OCC(=O)NC (R)-2-((6-((5-chloro-2-(2-(hydroxymethyl)piperazin-1-yl)pyrimidin-4-yl)amino)-1-isopropyl-2-oxo-1,2-dihydro-1,8-naphthyridin-3-yl)oxy)-N-methylacetamide